FC(C=1C(=NC=C(C1)F)C(=O)NC1=C(C=C(C(=C1)C1=NC(=NC=C1)N1CCOCC1)F)N1C[C@@H](N(CC1)C)C)F (S)-3-(difluoromethyl)-N-(2-(3,4-dimethylpiperazin-1-yl)-4-fluoro-5-(2-morpholinopyrimidin-4-yl)phenyl)-5-fluoropicolinamide